N-((S)-(4-Fluorophenyl)((S)-2-(methoxymethyl)pyrrolidin-1-yl)((2,4,4-trimethylpentan-2-yl)imino)-λ6-sulfaneylidene)-4-nitrobenzenesulfonamide FC1=CC=C(C=C1)[S@](=NS(=O)(=O)C1=CC=C(C=C1)[N+](=O)[O-])(=NC(C)(CC(C)(C)C)C)N1[C@@H](CCC1)COC